(biphenyl)boronic acid C=1(C(=CC=CC1)B(O)O)C1=CC=CC=C1